ClC1=CNC2=NC(=CC(=C21)NC(C)C)NC2=CC=C(C1=C2OCCO1)C(=O)N1CCOCC1 (8-((3-chloro-4-(isopropylamino)-1H-pyrrolo[2,3-b]pyridin-6-yl)amino)-2,3-dihydrobenzo[b][1,4]dioxin-5-yl)(morpholino)methanone